NCC=1C=C(C=CC1)C=1C=C(C2=C(C(=CO2)COC2=C(C=CC=C2)CC(=O)O)C1)NC(C)C 2-(2-((5-(3-(aminomethyl)phenyl)-7-(isopropylamino)benzofuran-3-yl)methoxy)phenyl)acetic acid